3,3'-dimethyl-2,2'-biimidazole CN1C(=NC=C1)C1=NC=CN1C